C(C(C)C)(=O)OC[C@H]1O[C@H]([C@@H]([C@@H]1O)O)N1C=CC2=C1N=C(N=C2NO)N ((2R,3S,4R,5R)-5-(2-Amino-4-(hydroxyamino)-7H-pyrrolo[2,3-d]pyrimidin-7-yl)-3,4-dihydroxytetrahydrofuran-2-yl)methyl isobutyrate